FC1=C(C=CC(=C1)C1=CC=CC=2N(C(=NC21)C(F)(F)F)C)C(=O)N2C[C@@H](OCC2)C (2-fluoro-4-(1-methyl-2-(trifluoromethyl)-1H-benzimidazol-4-yl)phenyl)((2S)-2-methylmorpholin-4-yl)methanone